8-bromo-6H-isochromeno[3,4-c]pyridine-6,6-d2 BrC=1C=CC2=C(C1)C(OC1=CN=CC=C12)([2H])[2H]